3-[(3s,4r)-1-((1r,3s)-3-isopropyl-3-{[6-(trifluoromethyl)-2H-1,3-benzoxazin-3(4H)-yl]carbonyl}cyclopentyl)-3-methylpiperidin-4-yl]benzoic acid C(C)(C)[C@]1(C[C@@H](CC1)N1C[C@H]([C@@H](CC1)C=1C=C(C(=O)O)C=CC1)C)C(=O)N1COC2=C(C1)C=C(C=C2)C(F)(F)F